5-ethyl-4-(4,4,5,5-tetramethyl-1,3,2-dioxaborolan-2-yl)naphthalen-2-amine C(C)C1=C2C(=CC(=CC2=CC=C1)N)B1OC(C(O1)(C)C)(C)C